3-(3,6-dibromocarbazol-9-yl)propane-1,2-diol BrC=1C=CC=2N(C3=CC=C(C=C3C2C1)Br)CC(CO)O